N=1N=CN2C1C=CC(=C2)N2N=C1C(=C(C2=O)C2=CC=C(C=C2)OC(F)F)N=C(C=C1)OCC(F)F 2-([1,2,4]triazolo[4,3-a]pyridin-6-yl)-6-(2,2-difluoroethoxy)-4-(4-(difluoromethoxy)phenyl)pyrido[3,2-c]pyridazin-3(2H)-one